[Si](C)(C)(C(C)(C)C)O[C@H]1C[C@@](C[C@H]1N(S(=O)(=O)C)CC1=CC=C(C=C1)OC)(C(=O)[O-])CC1=CC(=CC=C1)C1=NC=C(C=N1)F (1R,3S,4R)-3-((tert-butyldimethylsilyl)oxy)-1-(3-(5-fluoropyrimidin-2-yl)benzyl)-4-(N-(4-methoxybenzyl)methylsulfonamido)cyclopentane-1-carboxylate